1,3-dibenzyl-2-oxo-imidazolidine C(C1=CC=CC=C1)N1C(N(CC1)CC1=CC=CC=C1)=O